N-[4-fluoro-5-[3-fluoro-4-(methylcarbamoyl)phenyl]-2-[rac-(3R,5S)-3,4,5-trimethylpiperazin-1-yl]phenyl]-6-oxo-4-(trifluoromethyl)-1H-pyridine-3-carboxamide FC1=CC(=C(C=C1C1=CC(=C(C=C1)C(NC)=O)F)NC(=O)C1=CNC(C=C1C(F)(F)F)=O)N1C[C@H](N([C@H](C1)C)C)C |r|